(6-methoxynaphthalen-2-yl)methyl N-{[2-(2,6-dioxopiperidin-3-yl)-3-oxo-2,3-dihydro-1H-isoindol-5-yl]methyl}carbamate O=C1NC(CCC1N1CC2=CC=C(C=C2C1=O)CNC(OCC1=CC2=CC=C(C=C2C=C1)OC)=O)=O